2-((allyloxy)carbonyl)-6-(tert-butoxycarbonyl)-2,6-diazaspiro[3.4]octane-7-carboxylic acid C(C=C)OC(=O)N1CC2(C1)CN(C(C2)C(=O)O)C(=O)OC(C)(C)C